tris(4-bromophenyl)aniline BrC1=CC=C(C=C1)C1=C(N(C2=CC=C(C=C2)Br)C2=CC=C(C=C2)Br)C=CC=C1